C(C)SC1=NC(N(C(N1CC1=C(C=C(C(=C1)F)F)F)=O)CC1=NC=NN1CC=1C=C(C(=O)OC(C)(C)C)C=CC1)=O tert-butyl 3-((5-((4-(ethylthio)-2,6-dioxo-5-(2,4,5-trifluorobenzyl)-5,6-dihydro-1,3,5-triazin-1(2H)-yl)methyl)-1H-1,2,4-triazol-1-yl)methyl)benzoate